tert-butyl {2-[(5-chloro-1H-indol-3-yl)amino]-5-(trifluoromethyl)-1H-benzo[d]imidazol-1-yl}carbamate ClC=1C=C2C(=CNC2=CC1)NC1=NC2=C(N1NC(OC(C)(C)C)=O)C=CC(=C2)C(F)(F)F